C1(CC1)C(=O)NC1=NN2C(C=C(C=C2)C2=C(C=NC(=C2)C)O[C@H]2[C@H]3OC[C@@H]2N(C3)C(=O)OC(C)(C)C)=C1 tert-butyl (1S,4S,7R)-7-((4-(2-(cyclopropanecarboxamido)pyrazolo[1,5-a]pyridin-5-yl)-6-methylpyridin-3-yl)oxy)-2-oxa-5-azabicyclo[2.2.1]heptane-5-carboxylate